C(C1=CC=CC=C1)OC(=O)C1(CCC1)[C@H]1OCCCC1 benzyl-(S)-1-(tetrahydro-2H-pyran-2-yl)cyclobutane-1-carboxylate